O(C=1C=CC(=C(C1)O)N)C=1C=CC(=C(C1)O)N 5,5'-oxybis(2-aminophenol)